4-[(2,4-dichloro-6-fluoro-benzoyl)amino]pyridine ClC1=C(C(=O)NC2=CC=NC=C2)C(=CC(=C1)Cl)F